3-(3,5-dichloro-4-hydroxybenzamido)-N-(2-(trifluoromethoxy)benzyl)picolinamide ClC=1C=C(C(=O)NC=2C(=NC=CC2)C(=O)NCC2=C(C=CC=C2)OC(F)(F)F)C=C(C1O)Cl